5-amino-1-(2-bromophenyl)-3-methylpyrazole NC1=CC(=NN1C1=C(C=CC=C1)Br)C